ClC1(C(CC1CCCl)=O)Cl 2,2-dichloro-3-(2-chloroethyl)cyclobutan-1-one